(1R,3S,5R)-5-((2,2-Difluoronon-3-enamido)methyl)-N-(3-methyl-6-(trifluoromethyl)pyridin-2-yl)-2-azabicyclo[3.1.0]hexane-3-carboxamide Trifluoroacetic Acid Salt FC(C(=O)O)(F)F.FC(C(=O)NC[C@]12C[C@H](N[C@@H]2C1)C(=O)NC1=NC(=CC=C1C)C(F)(F)F)(C=CCCCCC)F